COC(CC1=C(C=C(C=C1)Cl)OC)=O 2-(4-Chloro-2-methoxyphenyl)acetic acid methyl ester